NCCCNCCO 2-((3-aminopropyl)amino)ethane-1-ol